tert-butyl 3-((4-chlorobenzyl)carbamoyl)-7-oxo-4,7-dihydrothieno[2,3-c]pyridine-6(5H)-carboxylate ClC1=CC=C(CNC(=O)C2=CSC=3C(N(CCC32)C(=O)OC(C)(C)C)=O)C=C1